COC1=NC(=NN2C1=C(C=C2)C=2C=C1N=CC=NC1=CC2)NC2CC(C2)(C(=O)N(C)C)C (1r,3r)-3-((4-methoxy-5-(quinoxalin-6-yl)pyrrolo[2,1-f][1,2,4]triazin-2-yl)amino)-N,N,1-trimethylcyclobutane-1-carboxamide